CC1CC2=C(N=CN=C2O)CN1C(C)C1=CC=CC=C1 6-methyl-7-(1-phenylethyl)-5H,6H,7H,8H-pyrido[3,4-d]pyrimidin-4-ol